C(C1=CC=CC=C1)NC(=O)C=1C=NN(C1)C1=CN=C2N1C=C(C(=C2)OC)SC(C)(C)C N-benzyl-1-(6-(tert-butylthio)-7-methoxyimidazo[1,2-a]pyridin-3-yl)-1H-pyrazole-4-carboxamide